CC=1N=CN(C1)C[C@]12CC(N([C@@H]2C1)C(=O)OC(C)(C)C)C(=O)OCC 2-tert-Butyl 3-ethyl (1R,5R)-5-[(4-methylimidazol-1-yl)methyl]-2-azabicyclo[3.1.0]hexane-2,3-dicarboxylate